O1CC(C1)N1CCNCCC1 1-(oxetan-3-yl)-1,4-diazepane